3,6-DIMETHYLPYRAZIN-2-YLBORONIC ACID CC=1C(=NC(=CN1)C)B(O)O